tert-butyl-diphenylmethan C(C)(C)(C)C(C1=CC=CC=C1)C1=CC=CC=C1